rac-(1S,3R,6R)-3-(5-(trifluoromethyl)pyridin-2-yl)-2-azabicyclo[4.1.0]heptane hydrochloride Cl.FC(C=1C=CC(=NC1)[C@@H]1N[C@H]2C[C@H]2CC1)(F)F |r|